(R)-4-(3,5-dibromophenyl)-3-(methoxymethyl)morpholine 1H-benzo[d]imidazol-5-yl-4-butylbenzoate N1C=NC2=C1C=CC(=C2)OC(C2=CC=C(C=C2)CCCC)=O.BrC=2C=C(C=C(C2)Br)N2[C@@H](COCC2)COC